O=C1N(CC2=C(C=CC=C12)SCC1=CC=C(C=C1)CCNC1CC2(C1)CCC2)C2C(NC(CC2)=O)=O 3-(1-oxo-4-((4-(2-(spiro[3.3]heptan-2-ylamino)ethyl)benzyl)thio)isoindolin-2-yl)piperidine-2,6-dione